(S)-2-((7-(5-fluoro-2-((2-fluoro-4-methylbenzyl)oxy)pyrimidin-4-yl)-5-fluoro-2,3-dihydrobenzofuran-4-yl)methyl)-4-methoxy-1-(oxetane-2-yl)-1H-benzo[d]imidazole-6-carboxylic acid FC=1C(=NC(=NC1)OCC1=C(C=C(C=C1)C)F)C1=CC(=C(C=2CCOC21)CC2=NC1=C(N2[C@H]2OCC2)C=C(C=C1OC)C(=O)O)F